NCCCNCCCNCC=1C=C(CNCCCNCCCNC(OC(C)(C)C)=O)C=C(C1)CNCCCNCCCN tert-butyl (3-((3-((3,5-bis(((3-((3-aminopropyl)amino)propyl)amino)methyl)-benzyl)amino)propyl)amino)propyl)carbamate